NC1=NC=CC(=C1C)NC=1C=C(C=CC1)NC(C1=CC=C(C=C1)NC1=CC=NC=C1)=O N-(3-(2-amino-3-methylpyridin-4-ylamino)phenyl)-4-(pyridin-4-ylamino)benzamide